FC1=CC=C(C=C1)CC(=O)NC1=NC=CC(=C1)C1=C(C=2C(N(CCC2N1)C)=O)C1=CC=CC=C1 2-(4-Fluorophenyl)-N-[4-(5-methyl-4-oxo-3-phenyl-4,5,6,7-tetrahydro-1H-pyrrolo[3,2-c]pyridin-2-yl)pyridin-2-yl]acetamid